O=C1NC(CCC1N1C(C2=CC=C(C=C2C1=O)NCCCCCCCCC(=O)N(C)CC=1C=C(OCCN2C=CC3=CC=C(C=C23)C(=O)NOC2OCCCC2)C=CC1)=O)=O 1-(2-(3-((9-((2-(2,6-dioxopiperidin-3-yl)-1,3-dioxoisoindolin-5-yl)amino)-N-methylnonanamido)methyl)phenoxy)ethyl)-N-((tetrahydro-2H-pyran-2-yl)oxy)-1H-indole-6-carboxamide